C(=O)(OC(C)(C)C)NCCC(C(=O)O)C1=CC=C(C=C1)OC 4-((Boc)amino)-2-(4-methoxyphenyl)butanoic acid